tert-butyl (4-(6-(3-(2-(diisopropylcarbamoyl)-4-fluorophenoxy)pyridazin-4-yl)-2,6-diazaspiro[3.4]octan-2-yl)-5-methylhexyl)(methyl)carbamate C(C)(C)N(C(=O)C1=C(OC=2N=NC=CC2N2CC3(CN(C3)C(CCCN(C(OC(C)(C)C)=O)C)C(C)C)CC2)C=CC(=C1)F)C(C)C